monoethanolamine biotinate C(CCCC[C@@H]1SC[C@@H]2NC(=O)N[C@H]12)(=O)O.C(O)CN